2-(8-Hydroxyoctyl)isoindoline-1,3-dione OCCCCCCCCN1C(C2=CC=CC=C2C1=O)=O